N-(2-cyclopentylpyrimidin-5-yl)-2-[(1-methyl-1H-tetrazol-5-yl)sulfanyl]-5-nitrobenzamide C1(CCCC1)C1=NC=C(C=N1)NC(C1=C(C=CC(=C1)[N+](=O)[O-])SC1=NN=NN1C)=O